C(C)(=O)N[C@@H](C=O)[C@@H](O)[C@H](O)[C@H](O)C(=O)O N-acetyl-2-amino-2-deoxyglucuronic acid